6-(1H-indazol-6-yl)-N-(3-methoxy-4-morpholinylphenyl)-[1,2,4]triazolo[1,5-a]pyrazin-8-amine N1N=CC2=CC=C(C=C12)C=1N=C(C=2N(C1)N=CN2)NC2=CC(=C(C=C2)N2CCOCC2)OC